N-(2-chloro-5-(4-((1-(2-fluoro-phenyl)ethyl)-amino)quinazolin-6-yl)pyridin-3-yl)methanesulfonamide ClC1=NC=C(C=C1NS(=O)(=O)C)C=1C=C2C(=NC=NC2=CC1)NC(C)C1=C(C=CC=C1)F